Phenyl (3'-methoxy-3H-spiro[isobenzofuran-1,9'-xanthen]-6'-yl)carbamate COC=1C=CC=2C3(C4=CC=C(C=C4OC2C1)NC(OC1=CC=CC=C1)=O)OCC1=CC=CC=C13